N-(((S)-3-ethyl-1,2,3,5,6,7-hexahydro-s-indacen-4-yl)carbamoyl)-6,7-dihydro-5H-pyrazolo[5,1-b][1,3]oxazine-3-sulfonimidamide C(C)[C@H]1CCC2=CC=3CCCC3C(=C12)NC(=O)NS(=O)(=N)C=1C=NN2C1OCCC2